C1(=CC=CC=C1)C(C1=CC=CC=C1)NC1=CC=CC=C1 Diphenylmethylaniline